C(C)(C)[P@@](CCC1=NC=CC=C1)(C=1SC=CC1)=O (S)-isopropyl-(2-thienyl)(2-(pyridin-2-yl)ethyl)phosphorus oxide